(S)-2-methyl-N-(pyrimidin-2-ylmethylene)propane-2-sulfinamide CC(C)(C)[S@](=O)N=CC1=NC=CC=N1